N-[2-[4-[3-(3,4-dimethoxyphenyl)-1,2,4-oxadiazol-5-yl]-piperidyl]-2-oxo-ethyl]-4-methyl-benzamide COC=1C=C(C=CC1OC)C1=NOC(=N1)C1CCN(CC1)C(CNC(C1=CC=C(C=C1)C)=O)=O